CS(=O)(=O)N1CC(CC(C1)C1=CC=CC=C1)OC1=CC=C(CNC(OC(C)(C)C)=O)C=C1 tert-butyl (4-((1-(methylsulfonyl)-5-phenylpiperidin-3-yl)oxy)benzyl)carbamate